CC1=CC(=CC=C1)NC(=O)OC N-(3-methylphenyl)carbamic acid methyl ester